distannoxane [SnH3]O[SnH3]